5-(4-(trifluoromethoxy)phenyl)-1H-pyrazole FC(OC1=CC=C(C=C1)C1=CC=NN1)(F)F